2-benzyl-3-nitro-5-chlorotrifluorotoluene C(C1=CC=CC=C1)C1=C(C(F)(F)F)C=C(C=C1[N+](=O)[O-])Cl